N(=[N+]=[N-])[C@H]1[C@H](CC[C@@H](C1)C(N(C)C)=O)NC(C(=O)NC1=NC=C(C=C1)Cl)=O N1-((1S,2R,4S)-2-azido-4-(dimethylcarbamoyl)cyclohexyl)-N2-(5-chloropyridin-2-yl)oxalamide